R-linalyl acetate C(C)(=O)O[C@@](C)(C=C)CCC=C(C)C